(4-(4-aminophenoxy)piperidin-1-yl)(cyclopentyl)methanone NC1=CC=C(OC2CCN(CC2)C(=O)C2CCCC2)C=C1